phenyl-trifluoro-methyl-diazirine C1(=CC=CC=C1)N1N=C1C(F)(F)F